ClC=1C=C(C=2N(N1)C=C(N2)C)C=2C(=NN(C2)C)C2=CC=C(C=C2)F 4-[6-chloro-2-methylimidazo[1,2-b]Pyridazin-8-yl]-3-(4-fluorophenyl)-1-methylpyrazole